2-((3,4-bis((4-chlorophenyl)oxy)benzyl)amino)ethan-1-ol ClC1=CC=C(C=C1)OC=1C=C(CNCCO)C=CC1OC1=CC=C(C=C1)Cl